(R)-2-(3-(5-(3-Hydroxy-1-methyl-2-oxopyrrolidin-3-yl)isoxazol-3-yl)phenyl)-5-(oxetan-3-ylamino)pyrimidine-4-carboxamide O[C@@]1(C(N(CC1)C)=O)C1=CC(=NO1)C=1C=C(C=CC1)C1=NC=C(C(=N1)C(=O)N)NC1COC1